N-benzyl-N-ethyl-2-(7-methyl-6-fluoro-5-methoxy-1H-indol-3-yl)ethan-1-amine C(C1=CC=CC=C1)N(CCC1=CNC2=C(C(=C(C=C12)OC)F)C)CC